The molecule is a chlorophenoxyacetic acid that is phenoxyacetic acid carrying a chloro substituent at position 4. It has a role as a phenoxy herbicide. It is a chlorophenoxyacetic acid and a member of monochlorobenzenes. It is a conjugate acid of a (4-chlorophenoxy)acetate. C1=CC(=CC=C1OCC(=O)O)Cl